N1=C(C=CC=C1)C1=CC=C2C=CC(=C(C2=C1)NCC(C#N)=C)OCC(F)(F)F 2-[[[7-(2-pyridyl)-2-(2,2,2-trifluoroethoxy)-1-naphthyl]amino]methyl]prop-2-enenitrile